[Si](C)(C)(C(C)(C)C)C#CC1=CSC2=C1C(=NC=C2)N[C@H]2CN(CCC2)C(=O)OC(C)(C)C tert-butyl (R)-3-((3-((tert-butyldimethylsilyl) ethynyl)thieno[3,2-c]pyridin-4-yl)amino)piperidine-1-carboxylate